1-ethyl-6-fluoro-7-piperazin-1-yl-quinoline-4(1H)-one C(C)N1C=CC(C2=CC(=C(C=C12)N1CCNCC1)F)=O